1-butyl-3-methylimidazolium triflate [O-]S(=O)(=O)C(F)(F)F.C(CCC)N1C=[N+](C=C1)C